(R)-2-(3-chlorophenyl)-2,2-difluoro-1-(3-fluorophenyl)ethyl ((S)-1-(((S)-1-hydroxy-3-((S)-2-oxopyrrolidin-3-yl)propan-2-yl)amino)-1-oxohexan-2-yl)carbamate OC[C@H](C[C@H]1C(NCC1)=O)NC([C@H](CCCC)NC(O[C@@H](C(F)(F)C1=CC(=CC=C1)Cl)C1=CC(=CC=C1)F)=O)=O